C(C)OC(=O)C1=C(C=2N=CN=C(C2N=C1)C1=CC(=CC(=C1)Cl)Cl)Cl 8-chloro-4-(3,5-dichlorophenyl)pyrido[3,2-d]Pyrimidine-7-carboxylic acid ethyl ester